4-(4-(1-(3-fluorobenzyl)azetidine-3-carbonyl)-3,4-dihydro-2H-pyrido[4,3-b][1,4]oxazin-8-yl)-piperazine-1-carbonitrile FC=1C=C(CN2CC(C2)C(=O)N2C3=C(OCC2)C(=CN=C3)N3CCN(CC3)C#N)C=CC1